5-(4-chloro-2-fluorophenyl)-2,3-dimethyl-7-(3-(trifluoromethyl)-1-pyrrolidinyl)pyrido[4,3-d]pyrimidin-4(3H)-one ClC1=CC(=C(C=C1)C1=NC(=CC=2N=C(N(C(C21)=O)C)C)N2CC(CC2)C(F)(F)F)F